C1(CCCC2=CC=CC=C12)C(=O)NCC1=NOC(C1)C(=O)N 3-((1,2,3,4-tetrahydronaphthalene-1-carboxamido)methyl)-4,5-Dihydroisoxazole-5-carboxamide